1,2-bis(5-formyl-2-hexylthiophen-3-yl)hexafluorocyclopentene C(=O)C1=CC(=C(S1)CCCCCC)C1=C(C(C(C1(F)F)(F)F)(F)F)C1=C(SC(=C1)C=O)CCCCCC